FC1=CC=C(C=N1)C=1C=C(C=C2C=CC(OC12)(C)C)C=CC(=O)NC1=CC=C(C=C1)O 3-[8-(6-fluoropyridin-3-yl)-2,2-dimethyl-2H-chromen-6-yl]-N-(4-hydroxyphenyl)acrylamide